F[C@@H]1[C@@H](C1)C(=O)NC1=CC=C2C(=N1)NN=C2C=2C(=NC=C(C2)F)OC (1S,2S)-2-fluoro-N-[3-(5-fluoro-2-methoxypyridin-3-yl)-1H-pyrazolo[3,4-b]pyridin-6-yl]cyclopropane-1-carboxamide